C(C)(C)(C)OC(=O)N1[C@H]([C@H](CC1)O)C (2S,3S)-3-hydroxy-2-methyl-pyrrolidine-1-carboxylic acid tert-butyl ester